(S)-3-(3-bromobenzofuran-6-yl)-2-((R)-1-(tert-butoxycarbonyl)pyrrolidin-3-yl)propanoic acid BrC1=COC2=C1C=CC(=C2)C[C@H](C(=O)O)[C@@H]2CN(CC2)C(=O)OC(C)(C)C